tert-butyl N2-(4-(((2-amino-4-hydroxypteridin-6-yl)methyl)amino)benzoyl)-N5-(2-(2-(prop-2-yn-1-yloxy)ethoxy)ethyl)-L-glutaminate NC1=NC2=NC=C(N=C2C(=N1)O)CNC1=CC=C(C(=O)N[C@@H](CCC(NCCOCCOCC#C)=O)C(=O)OC(C)(C)C)C=C1